2-(6-chloropyridin-3-yl)-5-(methylsulfonyl)-1,3,4-oxadiazole ClC1=CC=C(C=N1)C=1OC(=NN1)S(=O)(=O)C